8-aminoquinoline 1,5-naphthalenedisulfonate zinc [Zn+2].C1(=CC=CC=2C(=CC=CC12)S(=O)(=O)[O-])S(=O)(=O)[O-].NC=1C=CC=C2C=CC=NC12